ClC=1C=C2C=C(NC2=CC1OCCC1CC(C1)(F)F)CNC(=O)C1(CC1)C N-((5-chloro-6-(2-(3,3-difluorocyclobutyl)ethoxy)-1H-indol-2-yl)methyl)-1-methylcyclopropane-1-carboxamide